N(=[N+]=[N-])[C@H]1[C@H](O[C@@H]2OC(O[C@@H]21)(C)C)[C@@H]2OC(OC2)(C)C (3aR,5S,6S,6aR)-6-azido-5-((R)-2,2-dimethyl-1,3-dioxolan-4-yl)-2,2-dimethyltetrahydrofuro[2,3-d][1,3]dioxole